2-hydroxycitric acid OC(C(=O)O)C(O)(C(=O)O)CC(=O)O